C(C1=CC=CC=C1)(=O)SCCNC(CCNC([C@@H](C(COP(OP(OC[C@@H]1[C@H]([C@H]([C@@H](O1)N1C=NC=2C(N)=NC=NC12)O)OP(=O)(O)O)(=O)O)(=O)O)(C)C)O)=O)=O Benzoyl-CoA